FC1(CC(C1)CN1C=NC=C1C(=O)[O-])F.[Li+] lithium 1-((3,3-difluorocyclobutyl)methyl)-1H-imidazole-5-carboxylate